4-(2-((1-acetyl-3-methoxyazetidin-3-yl)methoxy)-4-(3,8-diazabicyclo[3.2.1]oct-3-yl)-8-fluoro-6-(trifluoromethyl)quinazolin-7-yl)-2-amino-7-fluorobenzo[b]thiophene-3-carbonitrile C(C)(=O)N1CC(C1)(OC)COC1=NC2=C(C(=C(C=C2C(=N1)N1CC2CCC(C1)N2)C(F)(F)F)C2=CC=C(C=1SC(=C(C12)C#N)N)F)F